CC(C(C1=CC(=C(C=C1C)O)C(C)(C)C)C1=CC(=C(C=C1C)O)C(C)(C)C)C 4,4'-(2-methylpropane-1,1-diyl)bis(2-(tert-butyl)-5-methylphenol)